C12C(CC(C=C1)C2)CN2CC1(C2)CC(C1)COC=1N=NC(=CC1)C=1C(=NN(C1)C)C 2-(bicyclo[2.2.1]hept-5-en-2-ylmethyl)-6-(((6-(1,3-dimethyl-1H-pyrazol-4-yl)pyridazin-3-yl)oxy)methyl)-2-azaspiro[3.3]heptane